6-methoxy-benzene-1,2-diamine COC=1C=CC=C(C1N)N